C[Si]([Si]([Si]([Si]([Si]([Si]([Si]([Si](OCC)(OCC)OCC)(OCC)OCC)(OCC)OCC)(C1=CC=CC=C1)C1=CC=CC=C1)(C1=CC=CC=C1)C1=CC=CC=C1)(C)C)(C)C)(C)C heptamethyltetraphenylheptaethoxyoctasilane